OC=1C=CC=C2C=CC(OC12)=O 8-hydroxycumarine